benzo[b]thiophen-2-yldimethyl-(phenyl)silane S1C2=C(C=C1[Si](C1=CC=CC=C1)(C)C)C=CC=C2